(benzotriazole-1-yloxy)tripyrrolidinophosphonium hexafluorophosphate F[P-](F)(F)(F)(F)F.N1(N=NC2=C1C=CC=C2)O[P+](N2CCCC2)(N2CCCC2)N2CCCC2